FCC(NCCC[C@@H](C=1OC(=CN1)C1=CC=CC=C1)NC(=O)C=1C=C(C=CC1OC)C1=CC=CC=C1)=N (S)-N-(4-(2-Fluoroacetimidamido)-1-(5-phenyloxazol-2-yl)butyl)-4-methoxy-[1,1'-biphenyl]-3-carboxamide